(R)-camphene [C@@H]12C(C)(C)C(=C)C(CC1)C2